N1(N=NC2=C1C=CC=C2)CC(=O)N(C2=CC=C(C=C2)C=2CNCC2)CC2=CC(=CC(=C2)F)F 2-(benzotriazol-1-yl)-N-[(3,5-difluorophenyl)methyl]-N-[4-(2,5-dihydro-1H-pyrrol-3-yl)phenyl]acetamide